C(C)C(C(=O)[O-])C(=O)[O-].[K+].C(C)OC(CC(=O)[C@H]1N(CCC1)C(=O)OC(C)(C)C)=O.[K+] tert-butyl (S)-2-(3-ethoxy-3-oxopropanoyl)pyrrolidine-1-carboxylate Potassium ethyl-malonate